(3R,4R) and (3S,4S)-2-[4-(1-acetylpiperidin-4-yl)-3-methylphenyl]-3-(2,3-dihydro-1,4-benzodioxin-6-yl)-1-oxo-1,2,3,4-tetrahydroisoquinoline-4-carboxylic acid C(C)(=O)N1CCC(CC1)C1=C(C=C(C=C1)N1C(C2=CC=CC=C2[C@H]([C@@H]1C1=CC2=C(OCCO2)C=C1)C(=O)O)=O)C |r|